FC1=C(OC2=CC(=C(C=C2)C=O)F)C(=CC=C1)F (4-(2,6-difluorophenoxy)-2-fluorophenyl)methanone